N-[5-[(6-bromo-4-methyl-3-oxopyrazin-2-yl)amino]-2-[(2S)-2-methyl-4-(oxan-4-yl)piperazin-1-yl]phenyl]prop-2-enamide benzyl-(1R,3S)-3-aminocyclopentanecarboxylate C(C1=CC=CC=C1)OC(=O)[C@H]1C[C@H](CC1)N.BrC1=CN(C(C(=N1)NC=1C=CC(=C(C1)NC(C=C)=O)N1[C@H](CN(CC1)C1CCOCC1)C)=O)C